CCCCCCCCC(=O)ON1C(CCC1=O)=O 2,5-dioxopyrrolidin-1-yl octane-8-carboxylate